CN(C(C1=CC(=CC(=C1)C(F)(F)F)C(F)(F)F)=O)C(C)C=1C(=NC=CN1)C(=O)OCCN(C)CC 2-(ethyl(methyl)amino)ethyl 3-(1-(N-methyl-3,5-bis(trifluoromethyl)benzamido)ethyl)pyrazine-2-carboxylate